C1=CC=CC=2C3=CC=CC=C3N(C12)C1=C(C=C(N)C=C1)C(F)(F)F 4-(9H-carbazole-9-yl)-3-(trifluoromethyl)aniline